C(C)(C)(C)OC(NCC1=NN(C2=NC=CC(=C21)C=C)C2=CC=C(C=C2)OC(F)(F)F)=O ((1-(4-(trifluoromethoxy)phenyl)-4-vinyl-1H-pyrazolo[3,4-b]pyridin-3-yl)methyl)carbamic acid tert-butyl ester